(S)-4-methyl-oxazolidine C[C@@H]1NCOC1